N1=CNC(=C1)CC(=O)O 2-(3H-IMIDAZOL-4-YL)ACETIC ACID